CC1(NC(=CC(=C1C(=O)[O-])Cl)C)C(=O)[O-] 2,6-dimethyl-4-chloropyridinedicarboxylate